methyl 2-[(4aS,5aR)-5,5-difluoro-5a-methyl-1H,4H,4aH,6H-cyclopropa[f]indazol-3-yl]-1H-indole-5-carboxylate FC1([C@H]2CC=3C(=NNC3C[C@]21C)C=2NC1=CC=C(C=C1C2)C(=O)OC)F